(R)-1-(2,5-difluoropyridin-3-yl)ethyl (4-(5-((1RS,2RS)-2-(fluoromethyl)cyclopropane-1-carboxamido)pyridin-2-yl)-1-methyl-1H-1,2,3-triazol-5-yl)carbamate FC[C@H]1[C@@H](C1)C(=O)NC=1C=CC(=NC1)C=1N=NN(C1NC(O[C@H](C)C=1C(=NC=C(C1)F)F)=O)C |&1:2,3|